(4-Chlorophenyl)(3-(3-methyl-1,2,4-thiadiazol-5-yl)-8-(2-(methylsulfonyl)ethyl)-5,6-dihydro-[1,2,4]triazolo[4,3-a]pyrazin-7(8H)-yl)methanone ClC1=CC=C(C=C1)C(=O)N1C(C=2N(CC1)C(=NN2)C2=NC(=NS2)C)CCS(=O)(=O)C